NCC1(CCN(CC1)C1=CN=C2C(=N1)NN=C2C2=CC(=NC(=C2)Cl)N)O 4-(aminomethyl)-1-(3-(2-amino-6-chloropyridin-4-yl)-1H-pyrazolo[3,4-b]pyrazin-6-yl)-piperidin-4-ol